CN1N=CC(=C1)[C@H]1[C@@H](C1)C(=O)O trans-2-(1-methylpyrazol-4-yl)cyclopropanecarboxylic acid